(Z)-1-(3-((5-(heptadecan-9-yloxy)-5-oxopentanoyl) oxy)-2-(hydroxymethyl) propyl) 9-(non-2-en-1-yl) azelate C(CCCCCCCC(=O)OCC=CCCCCCC)(=O)OCC(COC(CCCC(=O)OC(CCCCCCCC)CCCCCCCC)=O)CO